C(N)(OC1=C(C(=CC(=C1)C1=NC(=NS1)CO)C(C)(C)C)C)=O tert-butyl(5-(3-(hydroxymethyl)-1,2,4-thiadiazol-5-yl)-2-methylphenyl) carbamate